(2S,4r)-1-[(2S)-2-(4-cyclopropyl-triazol-1-yl)-3,3-dimethyl-butyryl]-4-hydroxy-N-[3-(2-oxo-1-piperidinyl)-1-bicyclo[1.1.1]pentanoyl]pyrrolidine-2-carboxamide C1(CC1)C=1N=NN(C1)[C@H](C(=O)N1[C@@H](C[C@H](C1)O)C(=O)NC(=O)C12CC(C1)(C2)N2C(CCCC2)=O)C(C)(C)C